ClC=1C(=C(C=CC1)C[C@@H]1N(CC([C@@H]1NS(=O)(=O)CC)(F)F)C(C(C)(C)O)=O)F N-[(2S,3R)-2-[(3-chloro-2-fluorophenyl)methyl]-4,4-difluoro-1-(2-hydroxy-2-methylpropanoyl)pyrrolidin-3-yl]ethanesulfonamide